C(=CCCCCCCCCCCCCCCCCC(=O)OCCCCCCCCCCCCCC)C(=O)OCCCCCCCCCCCCCC dimyristyl 1,18-octadecenylenedicarboxylate